C1(=CC=CC2=CC=CC=C12)NN=C(C1=CC=CC=C1)C1=CC=CC=C1 Benzophenone 1-naphthylhydrazone